FC(N1N=C(C(=C1)B1OC(C(O1)(C)C)(C)C)C)F 1-(difluoromethyl)-3-methyl-4-(4,4,5,5-tetramethyl-1,3,2-dioxaborolan-2-yl)-1H-pyrazole